NC=1C=CC(=C(C(=O)NC=2SC=C(N2)C(F)(F)F)C1)Cl 5-Amino-2-chloro-N-(4-(trifluoromethyl)thiazol-2-yl)benzamide